3-((3-fluorobenzyl)oxy)-7,8,8a,9-tetrahydropyrrolo[1',2':3,4]imidazo[1,2-c]pyrimidin-1(6H)-one FC=1C=C(COC=2C=C3N(C(N2)=O)CC2N3CCC2)C=CC1